N1=C(C=CC2=CC=CC=C12)C(=O)[O-].[Ca+2].N1=C(C=CC2=CC=CC=C12)C(=O)[O-] Calcium quinolinate